C1=2N3NC3CC2CC=C1 diazatricyclo[4.3.0.02,4]nona-1(6),8-dien